BrC1=CC(=C(C=N1)C=1N=C2N(C=CC(=C2)C)C1C[C@H]1CN(CCO1)C(=O)OC(C)(C)C)C tert-butyl (S)-2-((2-(6-bromo-4-methylpyridin-3-yl)-7-methylimidazo[1,2-a]pyridin-3-yl)methyl)morpholine-4-carboxylate